C(C)C=1N=C2N(C=C(C=C2)N2CC(C2)NCC(=O)N2CC(C2)O)C1N(C)C=1SC=C(N1)C1=CC=C(C=C1)F 2-(1-(2-ethyl-3-((4-(4-fluorophenyl)thiazol-2-yl)(methyl)amino)imidazo[1,2-a]pyridin-6-yl)azetidin-3-ylamino)-1-(3-hydroxyazetidin-1-yl)ethanone